(5-methoxypyridin-2-yl)benzamide COC=1C=CC(=NC1)C1=C(C(=O)N)C=CC=C1